1,3-Diphenylethyl-urea C1(=CC=CC=C1)C(C)NC(=O)NC1=CC=CC=C1